8-((2s,5r)-4-(3-isopropoxybenzyl)-2,5-dimethylpiperazin-1-yl)-5-methyl-6-oxo-5,6-dihydro-1,5-naphthyridine-2-carbonitrile C(C)(C)OC=1C=C(CN2C[C@@H](N(C[C@H]2C)C2=CC(N(C=3C=CC(=NC23)C#N)C)=O)C)C=CC1